C(C)(C)(C)OC(=O)N[C@H]1C[C@H](C1)OC=1C=CC2=C(C=C(O2)C(=O)OC)C1 Methyl 5-({cis-3-[(tert-Butoxycarbonyl) amino] cyclobutyl} oxy)-1-benzofuran-2-carboxylate